3-(pyrid-4-yl)-1H-pyrazol-5-amine N1=CC=C(C=C1)C1=NNC(=C1)N